isopropyl ((3S,4S)-4-(3-fluorophenyl)-1-(imidazo[1,5-a]pyridine-8-carbonyl)piperidin-3-yl)carbamate FC=1C=C(C=CC1)[C@H]1[C@@H](CN(CC1)C(=O)C=1C=2N(C=CC1)C=NC2)NC(OC(C)C)=O